rac-N-{[4-(1-cyclopropyl-1H-pyrazol-5-yl)-2,5-dioxoimidazolidin-4-yl]methyl}-4'-(trifluoromethyl)[biphenyl]-2-carboxamide C1(CC1)N1N=CC=C1[C@]1(NC(NC1=O)=O)CNC(=O)C=1C(=CC=CC1)C1=CC=C(C=C1)C(F)(F)F |r|